(S)-2-(7-octenyl)-alanine C(CCCCCC=C)[C@@](N)(C)C(=O)O